C(=O)(OC(C)(C)C)N[C@@H](CCCN)C(=O)O Z-Nα-Boc-L-ornithine